1-[4-[(tert-Butyldiphenylsilyl)oxy]phenyl]-2,2,2-trifluoroethanone [Si](C1=CC=CC=C1)(C1=CC=CC=C1)(C(C)(C)C)OC1=CC=C(C=C1)C(C(F)(F)F)=O